5-bromo-8-fluoro-1-(3-fluoro-4-methylbenzyl)-4-(5-methyl-1,3,4-oxadiazol-2-yl)-1,3-dihydro-2H-benzo[b]azepin-2-one BrC=1C2=C(N(C(CC1C=1OC(=NN1)C)=O)CC1=CC(=C(C=C1)C)F)C=C(C=C2)F